C=CCN(CC=C)C=O N,N-diallylformamide